C(C1=CC=CC=C1)C(CO)NC(C(CC(N1CCC(CC1)N1C(NC2=CC=CC=C2C1)=O)=O)CC=1C=C2C=NNC2=C(C1)C)=O N-(1-Benzyl-2-hydroxy-ethyl)-2-(7-methyl-1H-indazol-5-ylmethyl)-4-oxo-4-[4-(2-oxo-1,4-dihydro-2H-quinazolin-3-yl)-piperidin-1-yl]-butyramide